6-(Methoxycarbonyl)-5-methyl-1H-indole-2-carboxylic acid COC(=O)C1=C(C=C2C=C(NC2=C1)C(=O)O)C